(Z)-4-(2,6-Dimethylhepta-1,5-dienyl)benzene-1,3-diol C/C(=C/C1=C(C=C(C=C1)O)O)/CCC=C(C)C